Tert-butyl (2R,3S)-2,5-dimethyl-4-oxo-2,3,4,5-tetrahydropyrido[3,2-b][1,4]oxazepin-3-ylcarbamate C[C@@H]1[C@@H](C(N(C2=C(O1)C=CC=N2)C)=O)NC(OC(C)(C)C)=O